CS(=O)(=O)OCCCCCSC1=CC(=C(C=C1)Cl)COC1(CC1)C=1C=NC=CC1C1=C(C=CC=C1)OC1CC1 5-[[4-chloro-3-([1-[4-(2-cyclopropoxyphenyl)pyridin-3-yl]cyclopropoxy]methyl)phenyl]sulfanyl]pentyl methanesulfonate